C(C1=CN=CC=C1)(=O)OC1=C(C(=CC(=C1)Cl)C=NC(CC1=CC=C(C=C1)O)C(CO)=O)OC(C(C)C)=O 5-chloro-3-((4-hydroxy-1-(4-hydroxyphenyl)-3-oxobutan-2-ylimino)methyl)-2-(isobutyryloxy)phenyl nicotinate